hydroxyethyl acrylate sodium salt [Na].C(C=C)(=O)OCCO